C1(CC1)C=1C=CC=2N(C1)C=C(N2)[C@H]2NCC[C@@H]2O[Si](C(C)C)(C(C)C)C(C)C 6-cyclopropyl-2-((2R,3S)-3-((triisopropylsilyl)oxy)pyrrolidin-2-yl)imidazo[1,2-a]pyridine